N-(2-Methoxy-6-(5-methoxy-1-methyl-1H-pyrrolo[2,3-c]pyridin-3-yl)pyridin-3-yl)-5-methyl-3-phenylisoxazole-4-carboxamide COC1=NC(=CC=C1NC(=O)C=1C(=NOC1C)C1=CC=CC=C1)C1=CN(C2=CN=C(C=C21)OC)C